[(1S,2S,3R,4S,6R)-2-acetoxy-4,6-diazido-3-[(2R,3R,6S)-3-azido-6-[(1R)-1-(benzyloxycarbonylamino)ethyl]tetrahydropyran-2-yl]oxy-cyclohexyl]acetate C(C)(=O)O[C@H]1[C@H]([C@@H](C[C@@H]([C@H]1O[C@H]1O[C@@H](CC[C@H]1N=[N+]=[N-])[C@@H](C)NC(=O)OCC1=CC=CC=C1)N=[N+]=[N-])N=[N+]=[N-])CC(=O)[O-]